NN1N=C2C(=N1)C=CC=C2 2-aminobenzotriazole